(3-(difluoromethoxy)-1-[4-(2-methyl-1,2,4-triazol-3-yl)imidazol-1-yl]propyl)-1-oxido-pyridin-1-ium FC(OCCC(N1C=NC(=C1)C=1N(N=CN1)C)C1=[N+](C=CC=C1)[O-])F